ClC=1C(=C(C(=CC1)Cl)CC(=O)N(\N=C(/C(=O)[O-])\C)C)OCC1=CC=C(C=C1)OC (Z)-2-[[2-[3,6-dichloro-2-[(4-methoxyphenyl)methoxy]phenyl]acetyl]-methyl-hydrazono]propanoate